C1C(CC2=CC=CC=C12)CC(=O)N1CC=2C(=NC(=C(C2C1)C)C)NC 2-(2,3-Dihydro-1H-inden-2-yl)-1-[6,7-dimethyl-4-(methylamino)-1,3-dihydro-2H-pyrrolo[3,4-c]pyridin-2-yl]ethanon